CC(C)(C1=CC=C(C=C1)O)C2=CC(=C(C=C2)O)CC=C allylbisphenol a